Cl.Cl.Cl.Cl.NC Aminomethane hydrochloride Tris-HCl